3-(3-((tert-butyldimethylsilyl)oxy)propoxy)-1-(4,4-difluorocyclohexyl)-5-methyl-4-nitro-1H-pyrazole [Si](C)(C)(C(C)(C)C)OCCCOC1=NN(C(=C1[N+](=O)[O-])C)C1CCC(CC1)(F)F